C(#N)C1(CC1)NS(=O)(=O)C=1C=C(C=2N(C1)C(=NC2)C=2SC(=NN2)C(F)(F)F)N2C(CN(CC2)C(C(C)C)=O)C N-(1-cyanocyclopropyl)-8-(4-isobutyryl-2-methylpiperazin-1-yl)-3-(5-(trifluoromethyl)-1,3,4-thiadiazol-2-yl)imidazo[1,5-a]pyridine-6-sulfonamide